F[P-](F)(F)(F)(F)F.CN(C(=[N+](C)C)Cl)C tetramethylchloroformamidinium hexafluorophosphate